C(C)OC=1C(=NC=CC1)O[C@H]1CN(CCC1)C1=CN=CC(=N1)N (R)-6-(3-((3-ethoxypyridin-2-yl)oxy)piperidin-1-yl)pyrazin-2-amine